FC1=C(C=CC=C1S(=O)(=O)C)NC1=NC=C(C(=N1)C1=CNC2=C(C=CC=C12)NC([C@H](CC)N1C[C@@H](N([C@H](C1)C)C)C)=O)C (S)-N-(3-(2-((2-fluoro-3-(methylsulfonyl)phenyl)amino)-5-methyl-pyrimidin-4-yl)-1H-indol-7-yl)-2-((3S,5S)-3,4,5-trimethylpiperazin-1-yl)butanamide